1-[(isopropoxycarbonyl)oxy]ethyl-(2R,3R,4S)-4-(benzo[d][1,3]dioxolane-5-yl)-1-[2-(dibutyl amino)-2-oxoethyl]-2-(4-methoxyphenyl)pyrrolidine-3-carboxylate C(C)(C)OC(=O)OC(C)OC(=O)[C@H]1[C@@H](N(C[C@@H]1C1=CC2=C(OCO2)C=C1)CC(=O)N(CCCC)CCCC)C1=CC=C(C=C1)OC